(biphenylyl)(dibenzothiophenyl)(diphenylfluorenyl)(dimethylfluorenyl)(dibenzothiophenyl)(diphenylfluorenyl)amine C1(=C(C=CC=C1)C=1C(=C2C=3C(=C(C(=C(C3CC2=CC1)N(C1=CC=CC=2SC3=C(C21)C=CC=C3)C3=C(C(=CC=2C1=CC=CC=C1CC32)C)C)C3=CC=CC=C3)C3=CC=CC=C3)C3=C(C(=CC=2C1=CC=CC=C1CC32)C3=CC=CC=C3)C3=CC=CC=C3)C3=CC=CC=2SC1=C(C23)C=CC=C1)C1=CC=CC=C1